Eicosyl dihydrogen phosphate P(=O)(OCCCCCCCCCCCCCCCCCCCC)(O)O